C(CCCC)C(C(=O)O)(CC)CCCCC dipentyl-butanoic acid